(2,2-diethoxyethyl)-8-prop-1-ynyl-[1,2,4]triazolo[5,1-f]purin-5-amine C(C)OC(CC1=NN2C(N=C3N(C=NC(=C23)C#CC)N)=N1)OCC